[Si](C)(C)(C(C)(C)C)OC([C@@]12CCC[C@H]1[C@@H]1CC=C3CCCC[C@]3(C)[C@H]1CC2)(OC2OCCC2)O[Si](C)(C)C(C)(C)C (1S,3R)-bis(tert-butyldimethylsilyloxy)-(20S)-tetrahydrofuryloxy-androst-5-ene